N-(3-fluoro-4-(4-((5-(1-methylpiperidin-3-yl)pyridin-2-yl)amino)-5-oxo-5,6-dihydro-1,6-naphthyridin-2-yl)phenyl)cyclohexanecarboxamide FC=1C=C(C=CC1C1=NC=2C=CNC(C2C(=C1)NC1=NC=C(C=C1)C1CN(CCC1)C)=O)NC(=O)C1CCCCC1